N1=C(C=CC=C1)C(CO)CO 2-(pyridin-2-yl)propane-1,3-diol